1-(aminomethyl)-8-fluoroindolo[2,1-b]quinazoline-6,12-dione NCC1=C2C(N3C(=NC2=CC=C1)C(C1=CC(=CC=C13)F)=O)=O